FC(C1=NN=C(O1)C1=CC(N(C=C1)CC#CC1=CC(=CC=C1)OC(F)(F)F)=O)F 4-(5-(difluoromethyl)-1,3,4-oxadiazol-2-yl)-1-(3-(3-(trifluoromethoxy)phenyl)prop-2-yn-1-yl)pyridin-2(1H)-one